5-(4-((4-(1H-pyrazol-4-yl)phenyl)amino)pyrimidin-2-yl)-N,N-di-methylisoindoline-2-carboxamide N1N=CC(=C1)C1=CC=C(C=C1)NC1=NC(=NC=C1)C=1C=C2CN(CC2=CC1)C(=O)N(C)C